CN(C(=O)C=1C=CC(=NC1)C=1C=C2C(=NN(C2=CC1)CC)C(=O)OCC)C ethyl 5-(5-(dimethylcarbamoyl)pyridin-2-yl)-1-ethyl-1H-indazole-3-carboxylate